methyl-di(tert-pentoxy)silanol C[Si](O)(OC(C)(C)CC)OC(C)(C)CC